2'-chloro-5'-methoxy-N-(5-((1r,4r)-4-methoxycyclohexane-1-carbonyl)-5,6-dihydro-4H-pyrrolo[3,4-d]thiazol-2-yl)-6-methyl-[4,4'-bipyridine]-3-carboxamide ClC1=NC=C(C(=C1)C1=C(C=NC(=C1)C)C(=O)NC=1SC2=C(N1)CN(C2)C(=O)C2CCC(CC2)OC)OC